C(C)(C)(C)OC(=O)N1[C@@H](COCC1)C=1C=C(C=C2CCN(CC12)C(=O)N1CCC(CC1)(F)F)B1OC(C(O1)(C)C)(C)C (R)-3-(2-(4,4-difluoropiperidine-1-carbonyl)-6-(4,4,5,5-tetramethyl-1,3,2-dioxaborolan-2-yl)-1,2,3,4-tetrahydroisoquinolin-8-yl)morpholine-4-carboxylic acid tert-butyl ester